C(C)(C)(C)OC(=O)N1CCC(CC1)CC1=CC=C(C=C1)O.CN(CC(=O)N1CCC(CC1)C=1C=C2C(=C(NC2=CC1)C=1C(=CC=2N(C1)N=NN2)C)C(C)C)C 2-(dimethylamino)-1-(4-(3-isopropyl-2-(7-methyltetrazolo[1,5-a]pyridin-6-yl)-1H-indol-5-yl)piperidin-1-yl)ethan-1-one tert-butyl-4-(4-hydroxybenzyl)piperidine-1-carboxylate